C(N)(=N)N1CCC(=CC1)C1=C(C=C(C(=O)NC2=C(C=C(C=C2)C=2CCN(CC2)C(N)=N)Cl)C=C1)F 4-(1-carbamimidoyl-1,2,3,6-tetrahydropyridin-4-yl)-N-(4-(1-carbamimidoyl-1,2,3,6-tetrahydropyridin-4-yl)-2-chlorophenyl)-3-fluorobenzamide